C(C1=CC=CC=C1)OC(NC1(CNC1)C1=CC=CC2=CC=CC=C12)=O benzyl(3-(naphthalen-1-yl)azetidin-3-yl)carbamate